(4-nitrophenyl)furan-2-formaldehyde [N+](=O)([O-])C1=CC=C(C=C1)C1=C(OC=C1)C=O